5-(3,3-dimethylbut-1-ynyl)-1-tosyl-1H-indole CC(C#CC=1C=C2C=CN(C2=CC1)S(=O)(=O)C1=CC=C(C)C=C1)(C)C